ClC1=C(N=C2N1C=CC=C2)C(=O)OCC ethyl 3-chloroimidazo[1,2-a]pyridine-2-carboxylate